sodium 2-(((t-butoxycarbonyl)amino)methyl)pyridin C(C)(C)(C)OC(=O)NCC1=NC=CC=C1.[Na]